[Mg].C([C@@H](O)C1=CC=CC=C1)(=O)O L-mandelic acid magnesium